C1(CCC1)C1=CC=C2C=C(C(=NC2=C1C(=O)NC=1C=C2C(=NN(C2=CC1)COCC[Si](C)(C)C)C(F)(F)F)OC)C(=O)OCC ethyl 7-cyclobutyl-8-({[1-(5,5-dimethyl-2-oxa-5-silahex-1-yl)-3-(trifluoromethyl)indazol-5-yl]amino}carbonyl)-2-methoxyquinoline-3-carboxylate